3-Chloro-6-(4-chloro-2-fluoro-3-methoxyphenyl)picolinic acid ClC=1C(=NC(=CC1)C1=C(C(=C(C=C1)Cl)OC)F)C(=O)O